3-(4-(benzyloxy)phenoxy)-6-methoxy-2-(4-methoxyphenyl)benzo[b]thiophene-1-oxide C(C1=CC=CC=C1)OC1=CC=C(OC=2C3=C(S(C2C2=CC=C(C=C2)OC)=O)C=C(C=C3)OC)C=C1